COC([C@@H](C)Br)=O (R)-2-bromopropionic acid methyl ester